tert-butyl 4-(6-oxo-5-(5,6,7,8-tetrahydroquinolin-8-yl)-5,6-dihydropyrido[2,3-b]pyrazin-7-yl)piperidine-1-carboxylate O=C1C(=CC=2C(=NC=CN2)N1C1CCCC=2C=CC=NC12)C1CCN(CC1)C(=O)OC(C)(C)C